COC(=O)C=1C=NN(C1)C\C(=C\F)\CN (E)-1-(2-(aminomethyl)-3-fluoroallyl)-1H-pyrazole-4-carboxylic acid methyl ester